COC1=C(CN(S(=O)(=O)C2=C(C=C(C=C2)N2C[C@](CCC2)(CCC2=CC(=CC=C2)C(F)(F)F)N(C)CCN(C)C)F)C2=NC=NC=C2)C=CC(=C1)OC (R)-N-(2,4-dimethoxybenzyl)-4-(3-((2-(dimethylamino)ethyl)(methyl)amino)-3-(3-(trifluoromethyl)phenethyl)piperidin-1-yl)-2-fluoro-N-(pyrimidin-4-yl)benzenesulfonamide